(R*)-2-(1-(4-(4-Carbamoyl-3-fluorophenyl)-1H-pyrazol-1-yl)-2-(1-(difluoromethyl)-1H-pyrazol-3-yl)ethyl)-5-(3-chloro-2-fluoro-6-(1H-tetrazol-1-yl)phenyl)pyridine 1-oxide C(N)(=O)C1=C(C=C(C=C1)C=1C=NN(C1)[C@H](CC1=NN(C=C1)C(F)F)C1=[N+](C=C(C=C1)C1=C(C(=CC=C1N1N=NN=C1)Cl)F)[O-])F |o1:14|